F[C@@H]1[C@@H](C1)C(=O)NC1=CC=C2C(=N1)N(C=C2C2=CC1=C(N=CO1)C=C2OC)COCC[Si](C)(C)C (1S,2S)-2-fluoro-N-[3-(5-methoxy-1,3-benzoxazol-6-yl)-1-[[2-(trimethylsilyl)ethoxy]methyl]pyrrolo[2,3-b]pyridin-6-yl]cyclopropane-1-carboxamide